C(CCC)O[Ga] butoxygallium